CC=1C=C(C=CC1OC1=CC2=C(N(C=N2)C)C=C1)NC1=NC=NC=C1C(=O)OCC ethyl 4-((3-methyl-4-((1-methyl-1H-benzimidazol-5-yl)oxy)phenyl)amino)pyrimidine-5-carboxylate